6-chloro-3-((1-(2-cyano-3-(3-methoxy-3-methylazetidin-1-yl)-7-methylquinoxalin-5-yl)ethyl)amino)picolinic acid ClC1=CC=C(C(=N1)C(=O)O)NC(C)C1=C2N=C(C(=NC2=CC(=C1)C)C#N)N1CC(C1)(C)OC